ClC1=NC=C(C(=N1)Cl)C(=O)NC=1C(=NC=C(C1)[N+](=O)[O-])C 2,4-dichloro-N-(2-methyl-5-nitropyridin-3-yl)pyrimidine-5-carboxamide